(R)-5-[2-(2,2-difluoroethoxy)-3,3,3-trifluoro-propoxy]-3-methyl-N-(4-methyl-1,1-dioxo-thian-4-yl)imidazo[4,5-b]pyridine-2-carboxamide FC(CO[C@H](COC1=CC=C2C(=N1)N(C(=N2)C(=O)NC2(CCS(CC2)(=O)=O)C)C)C(F)(F)F)F